FC=1C=C(C=CC1NC1=NC(=CC=C1[N+](=O)[O-])C1=CC=CC=C1)NC(OC(C)(C)C)=O tert-butyl (3-fluoro-4-((3-nitro-6-phenylpyridin-2-yl)amino)phenyl)carbamate